(6,8-Difluoro-7-methoxy-4-(1,4-dioxa-8-azaspiro[4.5]decan-8-yl)quinolin-3-yl)(4-(methylsulfonyl)piperazin-1-yl)methanone FC=1C=C2C(=C(C=NC2=C(C1OC)F)C(=O)N1CCN(CC1)S(=O)(=O)C)N1CCC2(OCCO2)CC1